tert-butyl 7-[(1-methylindazol-5-yl)amino]-1-oxo-isoindoline-2-carboxylate CN1N=CC2=CC(=CC=C12)NC=1C=CC=C2CN(C(C12)=O)C(=O)OC(C)(C)C